C(C)(C)(C)OC(=O)N1CCC(CC1)(C1=CC=C(C=C1)Br)N 4-amino-4-(4-bromophenyl)piperidine-1-carboxylic acid tert-butyl ester